bis(1,5-cyclooctadiene) trifluoromethanesulfonate FC(S(=O)(=O)O)(F)F.C1=CCCC=CCC1.C1=CCCC=CCC1